1-(oxetan-3-yl)-4-(tributylstannyl)-1H-imidazole O1CC(C1)N1C=NC(=C1)[Sn](CCCC)(CCCC)CCCC